bis(diethyl citrate) zirconium (IV) dipropionate C(CC)(=O)[O-].C(CC)(=O)[O-].[Zr+4].C(C)C(C(=O)[O-])(C(O)(C(=O)[O-])CC(=O)[O-])CC.C(C)C(C(=O)[O-])(C(O)(C(=O)[O-])CC(=O)[O-])CC.[Zr+4]